1-(1-acryloylpyrrolidin-3-yl)-3-(4-(3-methoxyphenoxy)-3-methylphenyl)-1,3-dihydro-2H-imidazo[4,5-c]pyridin-2-one C(C=C)(=O)N1CC(CC1)N1C(N(C=2C=NC=CC21)C2=CC(=C(C=C2)OC2=CC(=CC=C2)OC)C)=O